[Si](C)(C)(C(C)(C)C)OCC(CCCC(C(=O)OC)C1=CC(=CC=C1)I)(C)C methyl 7-((tert-butyldimethylsilyl) oxy)-2-(3-iodophenyl)-6,6-dimethyl-heptanoate